tert-butyl (2,2-difluoroethyl)[(1-{2-[(2,4-dimethoxybenzyl)sulfamoyl]-4-nitrophenyl}-1H-pyrazol-4-yl)-methyl]carbamate FC(CN(C(OC(C)(C)C)=O)CC=1C=NN(C1)C1=C(C=C(C=C1)[N+](=O)[O-])S(NCC1=C(C=C(C=C1)OC)OC)(=O)=O)F